FC(C(C(C#N)CC1=CC=C(C=C1)C(F)(F)F)=O)F 4,4-difluoro-3-oxo-2-{[4-(trifluoromethyl)phenyl]methyl}butanenitrile